ClC1=C(C(C2=CC=CC=C2C1=O)=O)NCC1=CC=C(C(=O)NC2=C3C=CC=NC3=CC=C2)C=C1 4-((3-chloro-1,4-dioxo-1,4-dihydronaphthalen-2-ylamino)methyl)-N-(quinolin-5-yl)benzamide